C1(CC1)NCC1CN(C1)C(=O)C=1C=C(CC2=NN=CC3=CC=CC=C23)C=CC1F 4-[3-(3-[(cyclopropylamino)methyl]azetidine-1-carbonyl)-4-fluorobenzyl]phthalazine